BrC1=CC=CC(=N1)CC(=O)O 2-(6-bromopyridin-2-yl)acetic acid